(S)-6-chloro-3-((1-(2-(3,3-difluoropyrrolidin-1-yl)-6-fluoro-3-methyl-4-oxo-3,4-dihydroquinazolin-8-yl)ethyl)amino)picolinic acid ClC1=CC=C(C(=N1)C(=O)O)N[C@@H](C)C=1C=C(C=C2C(N(C(=NC12)N1CC(CC1)(F)F)C)=O)F